3-(N-(5-morpholinoquinolin-8-yl)sulfamoyl)benzamide O1CCN(CC1)C1=C2C=CC=NC2=C(C=C1)NS(=O)(=O)C=1C=C(C(=O)N)C=CC1